NC1=C(C=NN1C=1C=NC(=CC1C)OC1=C(C=CC=C1F)F)C(=O)C1=CC2=C(C=C3C(=N2)CN(CC3)CCO)N1 (5-amino-1-{6-[(2,6-difluorophenyl)oxy]-4-methylpyridin-3-yl}pyrazol-4-yl)[6-(2-hydroxyethyl)-5,6,7,8-tetrahydro-1H-pyrrolo[2,3-e]pyrido[3,4-b]pyridin-2-yl]methanone